ClC=1C=C(C=CC1F)NC1=NC=NC2=CC(=C(C=C12)OCCCN1CCN(CC1)CC=1C(=C2C(N(C(C2=CC1)=O)C1C(NC(CC1)=O)=O)=O)F)OC 5-((4-(3-((4-((3-chloro-4-fluorophenyl)amino)-7-methoxyquinazolin-6-yl)oxy)propyl)piperazine-1-yl)methyl)-2-(2,6-dioxopiperidin-3-yl)-4-fluoroisoindoline-1,3-dione